(R)-(2-(2-fluoropropan-2-yl)-4-methyloxazol-5-yl)(4-(7-methylpyrazolo[1,5-a]pyridin-2-yl)-6,7-dihydro-1H-imidazo[4,5-c]pyridin-5(4H)-yl)methanone FC(C)(C)C=1OC(=C(N1)C)C(=O)N1[C@H](C2=C(CC1)NC=N2)C2=NN1C(C=CC=C1C)=C2